N1(N=CC=C1)C=1C=CC(=C2C=NN(C12)COCC[Si](C)(C)C)C1=CN=C(N=N1)OC1C[C@@H]2COC[C@H](C1)N2C(=O)OC(C)(C)C tert-butyl (1S,5R)-7-[[6-[7-pyrazol-1-yl-1-(2-trimethylsilylethoxymethyl) indazol-4-yl]-1,2,4-triazin-3-yl]oxy]-3-oxa-9-azabicyclo[3.3.1]nonane-9-carboxylate